N-(2-methoxy-4-(3-methoxyazetidine-1-carbonyl)phenyl)formamide COC1=C(C=CC(=C1)C(=O)N1CC(C1)OC)NC=O